BrC=1C(=C(C=CC1)NC=1N=CC=C2C=C(C=NC12)CN1CC(C1)F)Cl N-(3-bromo-2-chloro-phenyl)-3-[(3-fluoroazetidin-1-yl)methyl]-1,7-naphthyridin-8-amine